diethyl (difluoro(5-formyl-3-methyl-7-(3-(methylsulfonyl)propoxy)benzo[b]thiophen-2-yl)methyl)phosphonate FC(C1=C(C2=C(S1)C(=CC(=C2)C=O)OCCCS(=O)(=O)C)C)(F)P(OCC)(OCC)=O